O=C1C(C(CC1)CC(=O)NC1=CC=CC=C1)CCCCC 2-(3-oxo-2-pentylcyclopentyl)acetanilide